(Ra)-Aluminum oxide [O-2].[Al+3].[O-2].[O-2].[Al+3]